2-ethyl-6-chloro-9-acryloyloxy-10-acetoxy-1,2,3,4-tetrahydroanthracene C(C)C1CC2=C(C3=CC=C(C=C3C(=C2CC1)OC(C)=O)Cl)OC(C=C)=O